FC(C=1N=CC(=NC1)C1=C(C=C2C(N(C=NC2=C1)CCC[C@H](CC)NC=1C=NNC(C1C(F)(F)F)=O)=O)F)F (S)-7-(5-(difluoromethyl)pyrazin-2-yl)-6-fluoro-3-(4-((6-oxo-5-(trifluoromethyl)-1,6-dihydropyridazin-4-yl)amino)hexyl)quinazolin-4(3H)-one